N[C@@H]1CN(CC[C@H]1F)C1=NC2=C(N1CC(=O)N1C(CC1)C)C=C(C(=C2)F)F 2-(2-((3r,4r)-3-amino-4-fluoropiperidin-1-yl)-5,6-difluoro-1H-benzo[d]imidazol-1-yl)-1-(2-methylazetidin-1-yl)ethanone